3-((1-(6-Methyl-2-(2-methyl-2H-indazol-5-yl)-4-oxo-4H-chromen-8-yl)ethyl)amino)isonicotinic acid CC=1C=C2C(C=C(OC2=C(C1)C(C)NC1=C(C(=O)O)C=CN=C1)C1=CC2=CN(N=C2C=C1)C)=O